(2S,3R,4R,5S)-4-[[3-(4-Fluoro-2-hydroxy-phenyl)-4,5-dimethyl-5-(trifluoromethyl)tetrahydrofuran-2-carbonyl]amino]pyridin-2-carboxamid FC1=CC(=C(C=C1)[C@@H]1[C@H](O[C@@]([C@@H]1C)(C(F)(F)F)C)C(=O)NC1=CC(=NC=C1)C(=O)N)O